FC1=CC=C(C=C1)N1C(C=2NN=C(C2C1)C1=C(C=C(C=C1)F)OCC(F)(F)F)=O 5-(4-fluorophenyl)-3-[4-fluoro-2-(2,2,2-trifluoroethoxy)phenyl]-4,5-dihydropyrrolo[3,4-c]pyrazol-6(1H)-one